NC=1C=2N(C3=CC(=C(C=C3N1)CCOC)C(=O)N(C1COCC3=NC(=CC=C31)C(F)(F)F)C)C=NC2 4-amino-7-(2-methoxyethyl)-N-methyl-N-(2-(trifluoromethyl)-5,8-dihydro-6H-pyrano[3,4-b]pyridin-5-yl)imidazo[1,5-a]quinoxaline-8-carboxamide